1-[5-(3-chloro-4-cyclopropyl-phenyl)-4,7-dimethyl-indan-1-yl]-3-methyl-azetidin-3-ol ClC=1C=C(C=CC1C1CC1)C=1C(=C2CCC(C2=C(C1)C)N1CC(C1)(O)C)C